6-Chloro-3-((4-hydroxy-1-((R)-4,4,4-trifluoro-3-phenylbutanoyl)piperidin-4-yl)methyl)-7-(4-((S)-morpholin-3-yl)phenyl)-3,7-dihydro-4H-pyrrolo[2,3-d]pyrimidin-4-one ClC1=CC2=C(N=CN(C2=O)CC2(CCN(CC2)C(C[C@@H](C(F)(F)F)C2=CC=CC=C2)=O)O)N1C1=CC=C(C=C1)[C@@H]1NCCOC1